2-(6-(2,5-Dichloropyrimidin-4-yl)-8-fluoro-3-methyl-3,4-dihydro-5-oxa-1,2a-diazaacenaphthene-2-yl)propan-2-ol ClC1=NC=C(C(=N1)C1=C2OCC(N3C(NC(C(=C1)F)=C32)C(C)(C)O)C)Cl